octadecyl-dimethyl-[3-(trimethoxysilyl)propyl]ammonium chloride [Cl-].C(CCCCCCCCCCCCCCCCC)[N+](CCC[Si](OC)(OC)OC)(C)C